1-((3-(2-(4-fluorophenyl)-azetidine-1-carbonyl)bicyclo-[1.1.1]pentan-1-yl)methyl)-1H-indazole-5-carbonitrile FC1=CC=C(C=C1)C1N(CC1)C(=O)C12CC(C1)(C2)CN2N=CC1=CC(=CC=C21)C#N